[Cl-].C(CCCCCCCCCC)[N+]1=CC=CC=C1 1-Undecylpyridinium chloride